(2S,3S)-3-((2-(5-fluoro-1-tosyl-1H-pyrrolo[2,3-b]pyridin-3-yl)imidazo[5,1-f][1,2,4]triazin-4-yl)amino)bicyclo[2.2.2]octane-2-carboxylic acid ethyl ester C(C)OC(=O)[C@H]1C2CCC([C@@H]1NC1=NC(=NN3C1=CN=C3)C3=CN(C1=NC=C(C=C13)F)S(=O)(=O)C1=CC=C(C)C=C1)CC2